C(C1=CC=CC=C1)OC(=O)N([C@@H](CCCN(C=1C=CC(=C(C(=O)OC)C1)[N+](=O)[O-])C(=O)OC(C)(C)C)C(=O)OC)C(=O)OC(C)(C)C Methyl (S)-5-((4-(((benzyloxy)carbonyl)(tert-butoxycarbonyl)amino)-5-methoxy-5-oxopentyl) (tert-butoxycarbonyl)amino)-2-nitrobenzoate